BrC=1C(=C2C(=NC1)NC(=N2)C2=C(N(C(=C2)C)C=2C=C(C=CC2Cl)S(=O)(=O)N)C)N[C@@H]2CN(CC2)S(=O)(=O)CC 3-(3-(6-bromo-7-(((S)-1-(ethylsulfonyl)pyrrolidin-3-yl)amino)-3H-imidazo[4,5-b]pyridin-2-yl)-2,5-dimethyl-1H-pyrrol-1-yl)-4-chlorobenzenesulfonamide